C1(CCC1)C=1C(=NN(C1NC(O[C@@H](C)C1CCC1)=O)C)C1CCCC1 (S)-1-cyclobutylethyl (4-cyclobutyl-3-cyclopentyl-1-methyl-1H-pyrazol-5-yl)carbamate